2-tert-butyl-4-chloro-5-mercaptopyridazin-3(2H)-one C(C)(C)(C)N1N=CC(=C(C1=O)Cl)S